CC(CN)NC 2,N2-dimethylethane-1,2-diamine